COC[C@@H]1CCC2=CC=3CCCC3C(=C12)NC(=O)N=[S@@](=O)(N)C=1C=NN2C1OCC1(C2)CC1 (S)-N'-(((R)-3-(methoxymethyl)-1,2,3,5,6,7-hexahydro-s-indacen-4-yl)carbamoyl)-5'H,7'H-spiro[cyclopropane-1,6'-pyrazolo[5,1-b][1,3]oxazine]-3'-sulfonimidamide